ClC1CN(CCN1)C1=CC=CC=2OCCOC21 5-(3-chloropiperazin-1-yl)-2,3-dihydro-1,4-benzodioxine